(S)-5-(2-ethoxy-3-pyridinyl)-3-methyl-N-[(1-methylimidazol-4-yl)methyl]-1-[1-methylpropyl]pyrazolo[4,3-b]pyridin-7-amine C(C)OC1=NC=CC=C1C1=CC(=C2C(=N1)C(=NN2[C@H](CC)C)C)NCC=2N=CN(C2)C